5-((3-fluoro-4-(piperazin-1-yl)phenyl)amino)-3-(piperidin-1-yl)-1,2,4-triazine-6-Formamide FC=1C=C(C=CC1N1CCNCC1)NC=1N=C(N=NC1C(=O)N)N1CCCCC1